ClC=1C=C(N)C=C(C1OC=1C=C2C(=CN(C2=CC1)S(=O)(=O)C1=CC=C(C=C1)C)CC(C)C)Cl 3,5-Dichloro-4-[[1-(4-methyl-benzenesulfonyl)-3-(2-methylpropyl)indol-5-yl]oxy]aniline